tert-butyl 4-(3-(4-(4-oxo-4,5,6,7-tetrahydro-1H-pyrrolo[3,2-c]pyridin-2-yl)pyridin-2-yl)phenyl)piperazine-1-carboxylate, bisformic acid salt C(=O)O.C(=O)O.O=C1NCCC2=C1C=C(N2)C2=CC(=NC=C2)C=2C=C(C=CC2)N2CCN(CC2)C(=O)OC(C)(C)C